FC1=C(C=C2C=NNC(C2=C1)=O)SC1=CC=CC=C1 7-fluoro-6-(phenylsulfanyl)phthalazin-1(2H)-one